N1=NC(=NN=C1C=1C=C(C=C(C1)N)N)C=1C=C(C=C(C1)N)N 5,5'-(1,2,4,5-tetrazin-3,6-diyl)bisbenzene-1,3-diamine